C(CCCCCCCCCCC)OOCCCCCCCCCCCC dilaurylperOxide